CC1(COC2(C1=C=O)CCN(CC2)C(=O)OC(C)(C)C)C tert-butyl 3,3-dimethyl-4-carbonyl-1-oxa-8-azaspiro[4.5]decane-8-carboxylate